(R)-3-(2-ethoxy-5-fluoropyridin-4-yl)-1-((R)-3-hydroxy-3-methylbutan-2-yl)-N-((S)-3-methyl-1,1-dioxidotetrahydrothiophen-3-yl)-4,5,6,7-tetrahydro-1H-indazole-6-carboxamide C(C)OC1=NC=C(C(=C1)C1=NN(C=2C[C@@H](CCC12)C(=O)N[C@@]1(CS(CC1)(=O)=O)C)[C@H](C)C(C)(C)O)F